FC(C=1C(=NC(=NC1)NC=1C(=NN(C1)C1CC2CCC(C1)N2C)C)NCCCN2CCOCCC2=O)F 4-(3-((5-(difluoromethyl)-2-((3-methyl-1-(8-methyl-8-azabicyclo[3.2.1]octan-3-yl)-1H-pyrazol-4-yl)amino)pyrimidin-4-yl)amino)propyl)-1,4-oxazepan-5-one